N-(3α,7α-dihydroxyl-4,4-difluoro-6α-ethyl-5β-cholan-24-oyl)-benzenesulphonamide methyl-4-methoxy-2-(2-(N-(4-methoxybenzyl)methylsulfonylamino)pyrimidin-4-yl)-2-methylbutanoate COC(C(CCOC)(C)C1=NC(=NC=C1)NS(=O)(=O)CCC1=CC=C(C=C1)OC)=O.O[C@H]1C([C@H]2[C@H]([C@H]([C@H]3[C@@H]4CC[C@H]([C@@H](CCC(=O)NS(=O)(=O)C5=CC=CC=C5)C)[C@]4(CC[C@@H]3[C@]2(CC1)C)C)O)CC)(F)F